BrC1=C(C(=CC2=C1C[C@](O2)(C2=CC=CC=C2)C2N(CCOC2)C(=O)OC(C)(C)C)F)Cl tert-butyl 3-((S)-4-bromo-5-chloro-6-fluoro-2-phenyl-2,3-dihydrobenzofuran-2-yl)morpholine-4-carboxylate